2,2-bis(4'-hydroxy-3',5'-dibromophenyl)propane OC1=C(C=C(C=C1Br)C(C)(C)C1=CC(=C(C(=C1)Br)O)Br)Br